3-ethyl-2-methylpentanoate C(C)C(C(C(=O)[O-])C)CC